C(C)(C)(C)[Si](OCCOCCN(CCOCCO[Si](C(C)(C)C)(C)C)[C@H](C(=O)OCC)CCCNC(=N)N)(C)C (S)-ethyl 10-(2-(2-((tertbutyldimethylsilyl)oxy)ethoxy)ethyl)-11-(3-guanidinopropyl)-2,2,3,3-tetramethyl-4,7-dioxa-10-aza-3-siladodecan-12-oate